C(C#C)O trans-propargyl alcohol